BrC1=CC=C(CCNC(OC2=CC=C(C=C2)[N+](=O)[O-])=O)C=C1 4-nitrophenyl (4-bromophenethyl)carbamate